ClC1=C(C=CC=C1Cl)N1CCN(CC1)CCCCOC1=CC=C2C(CC(NC2=C1)=O)CNC(CN1C(C=CC1=O)=O)=O N-((7-(4-(4-(2,3-dichlorophenyl)piperazin-1-yl)butoxy)-2-oxo-1,2,3,4-tetrahydroquinoline-4-yl)methyl)-2-(2,5-dioxo-2,5-dihydro-1H-pyrrol-1-yl)acetamide